BrC(C)C=1C=C(C=C2C(C=C(OC12)N1CCC(CC1)C(=O)NC)=O)C [8-(1-bromoethyl)-6-methyl-4-oxo-chromen-2-yl]-N-methyl-piperidine-4-carboxamide